2-(4-(((5-(3-fluoro-4-(trifluoromethyl)phenyl)-1,3,4-thiadiazol-2-yl)methyl)thio)-2-methylphenoxy)-2-methylpropanoic acid FC=1C=C(C=CC1C(F)(F)F)C1=NN=C(S1)CSC1=CC(=C(OC(C(=O)O)(C)C)C=C1)C